BrC=1C(=CC2=C(OCCC3=C2SC=C3)C1)C(=O)O 8-bromo-4,5-dihydrobenzo[b]thieno[2,3-d]oxepine-9-carboxylic acid